BrC1=CC=C(C(=O)C2=C(SC(=C2C)C)NC(CNC(OC(C)(C)C)=O)=O)C=C1 tert-Butyl (2-{[3-(4-bromobenzoyl)-4,5-dimethylthiophen-2-yl]amino}-2-oxoethyl)carbamate